C[C@@]1([C@@H](O[C@@H]([C@H]1O)CO)N1C=CC=2C(N)=NC=NC12)O 7-deaza-2'-C-methyladenosine